4-(2,3-dichloro-6-((2-(trimethylsilyl)ethoxy)methoxy)phenyl)-1-(2-(((tetrahydro-2H-pyran-2-yl)oxy)amino)ethyl)pyrrolidin-2-one ClC1=C(C(=CC=C1Cl)OCOCC[Si](C)(C)C)C1CC(N(C1)CCNOC1OCCCC1)=O